(R)-7-(2-((4-amino-5-methoxypentyl)oxy)benzyl)imidazo[2,1-f][1,2,4]triazin-4-amin N[C@H](CCCOC1=C(CC2=CN=C3C(=NC=NN32)N)C=CC=C1)COC